2-(2-chloro-4-fluorophenyl)-5-(1H-pyrrolo[2,3-b]pyridin-4-yl)-1H-pyrrole-3-carboxamide ClC1=C(C=CC(=C1)F)C=1NC(=CC1C(=O)N)C1=C2C(=NC=C1)NC=C2